O=C(C=CC=CC=CC(=O)N)CCCCCCCCCC oxo-(10E,12E,14E)-octadecatrieneamide